(2,2,4,4-tetramethyl-1,3-cyclobutanediol) succinate C(CCC(=O)O)(=O)O.CC1(C(C(C1O)(C)C)O)C